C(C=C)OCC(C(=O)OC(C)CCC)=C sec-pentyl α-allyloxymethylacrylate